CC1=C(C=CC(=C1)C)C1=NC(=NC(=N1)C1=C(C=C(C=C1)C)C)C1=C(C=CC=C1OCC(COCCCCCCCCCCCC)O)O 2-[4,6-bis(2,4-dimethylphenyl)-1,3,5-triazin-2-yl]-[3-(dodecyloxy)-2-hydroxypropoxy]phenol